ClC=1C=C(C=CC1)N(C(=O)C1CC1)CC=1SC=C(N1)C=1OC(=NN1)C(F)F N-(3-chlorophenyl)-N-((4-(5-(difluoromethyl)-1,3,4-oxadiazol-2-yl)thiazol-2-yl)methyl)cyclopropanecarboxamide